1-(tert-butyl)-6-((4-fluorophenyl)carbamoyl)-2-oxo-1,2-dihydrospiro[pyrido[2,3-b][1,4]oxazine-3,3'-pyrrolidine] C(C)(C)(C)N1C2=C(OC3(CNCC3)C1=O)N=C(C=C2)C(NC2=CC=C(C=C2)F)=O